N=1N(N=CC1)CCCN1CC(CC1)C1=CNC=2C=CC=C(C12)O 3-(1-(3-(2H-1,2,3-triazol-2-yl)propyl)pyrrolidin-3-yl)-1H-indole-4-ol